N-((6-methoxy-1-(4-(trifluoromethyl)phenyl)-2,3-dihydro-1H-pyrido[2,3-b][1,4]oxazin-3-yl)methyl)acetamide COC=1C=CC2=C(OC(CN2C2=CC=C(C=C2)C(F)(F)F)CNC(C)=O)N1